tert-Butyl (5S,5aS,6S,9R)-2-chloro-1-fluoro-5-methyl-12-(vinylsulfonamido)-5a,6,7,8,9,10-hexahydro-5H-4-oxa-3,10a,11,13,14-pentaaza-6,9-methanonaphtho[1,8-ab]heptalene-14-carboxylate ClC=1C(=C2N=C(N=C3C2=C(O[C@H]([C@@H]2[C@@H]4CC[C@H](CN32)N4C(=O)OC(C)(C)C)C)N1)NS(=O)(=O)C=C)F